thiodipropionic acid C(CSCCC(=O)O)C(=O)O